methanolate tosylate S(=O)(=O)([O-])C1=CC=C(C)C=C1.C[O-]